(R)-2-((tert-butyldiphenylsilyl)oxy)-1-phenylethylamine [Si](C1=CC=CC=C1)(C1=CC=CC=C1)(C(C)(C)C)OC[C@@H](C1=CC=CC=C1)N